((1s,3s)-3-((5-(cinnolin-6-yl)-7H-pyrrolo[2,3-d]pyrimidin-2-yl)amino)-1-methylcyclobutyl)(pyrrolidin-1-yl)methanone N1=NC=CC2=CC(=CC=C12)C1=CNC=2N=C(N=CC21)NC2CC(C2)(C)C(=O)N2CCCC2